C(C)OP(=O)(OCC)CCCC1CCN(CC1)C=1C2=C(N=CN1)C(=CN2)C(=O)OCC ethyl 4-[4-[3-(diethoxyphosphoryl)propyl]piperidin-1-yl]-5H-pyrrolo[3,2-d]pyrimidine-7-carboxylate